[4-benzyloxy-1-(4-fluorophenyl)-5-methyl-2-tetrahydropyran-4-yl-indol-3-yl]benzoic acid C(C1=CC=CC=C1)OC1=C2C(=C(N(C2=CC=C1C)C1=CC=C(C=C1)F)C1CCOCC1)C1=C(C(=O)O)C=CC=C1